4-(4-((S)-2-methylpiperazin-1-yl)piperidin-1-ylphenyl)-6-phenyl-5,6,7,8-tetrahydronaphthalen-2-ol C[C@@H]1N(CCNC1)C1CCN(CC1)C1=C(C=CC=C1)C1=CC(=CC=2CCC(CC12)C1=CC=CC=C1)O